tert-Butyl ((1R,2R,3S,4S)-3-((3-((trifluoromethyl)thio)phenyl)carbamoyl)bicyclo[2.2.1]hept-5-en-2-yl)carbamate FC(SC=1C=C(C=CC1)NC(=O)[C@@H]1[C@@H]([C@H]2C=C[C@@H]1C2)NC(OC(C)(C)C)=O)(F)F